C12C(CC(C=C1)C2)CC[Si](C2=CC=CC=C2)(C2=CC=CC=C2)C (2-(bicyclo[2.2.1]hept-5-en-2-yl)ethyl)(methyl)diphenylsilane